CC1(CN(CCC1)[C@H]1[C@H](CCC1)OC=1C=C2CN(C(C2=CC1)=O)C1C(NC(CC1)=O)=O)C 3-(5-(((1S,2R)-2-(3,3-dimethylpiperidin-1-yl)cyclopentyl)oxy)-1-oxoisoindolin-2-yl)piperidine-2,6-dione